3-(5-(L-prolyl)-1,4,5,6-tetrahydropyrrolo[3,4-d]imidazol-2-yl)-5-((R)-1-(3,5-dichloropyridin-4-yl)ethoxy)-1H-indazole N1[C@@H](CCC1)C(=O)N1CC=2NC(=NC2C1)C1=NNC2=CC=C(C=C12)O[C@H](C)C1=C(C=NC=C1Cl)Cl